tris(4-butylphenyl)methanol C(CCC)C1=CC=C(C=C1)C(O)(C1=CC=C(C=C1)CCCC)C1=CC=C(C=C1)CCCC